CN1CCC(CC1)C=1C=CC(=NC1)C1=NC=CC=N1.[N] nitrogen (5-(1-methylpiperidin-4-yl)pyridin-2-yl)pyrimidin